C1OCCC12CN(CC2)C2=NC=C(C=N2)OC2=CN=C(S2)NC(OC(C)(C)C)=O tert-butyl (5-((2-(2-oxa-7-azaspiro[4.4]nonan-7-yl)pyrimidin-5-yl)oxy)thiazol-2-yl)carbamate